potassium chloro-hydroxy naphthoate C1(=CC=CC2=CC=CC=C12)C(=O)OOCl.[K]